COC1=C(C(=CC(=C1)OC)OC)C(C)O 1-(2,4,6-trimethoxyphenyl)ethanol